3-bromo-N-(quinolin-8-yl)picolinamide BrC=1C(=NC=CC1)C(=O)NC=1C=CC=C2C=CC=NC12